t-butyloxycarbonyl-hexamethylenediamine C(C)(C)(C)OC(=O)NCCCCCCN